1,1,1,3,3,3-Hexafluoropropan-2-yl (S)-1-(benzylcarbamoyl)-6-azaspiro[2.5]octan-6-carboxylat C(C1=CC=CC=C1)NC(=O)[C@H]1CC12CCN(CC2)C(=O)OC(C(F)(F)F)C(F)(F)F